3-[(7,8-Dihydro[1,4]dioxino[2,3-g]quinazolin-4-yl)amino]benzonitrile N1=CN=C(C2=CC3=C(C=C12)OCCO3)NC=3C=C(C#N)C=CC3